5-[5-(difluoromethyl)-1,3,4-oxadiazol-2-yl]-N-[(1R)-1-phenylethyl]pyrimidin-2-amine FC(C1=NN=C(O1)C=1C=NC(=NC1)N[C@H](C)C1=CC=CC=C1)F